tert-butyl (tert-butoxycarbonyl)(3-chloropyridin-2-yl)carbamate C(C)(C)(C)OC(=O)N(C(OC(C)(C)C)=O)C1=NC=CC=C1Cl